C1(CC1)N1C=C(C(C2=CC(=C(C=C12)F)F)=O)CN([C@@H]1CN(CCC1)C=1C=NC(=CC1)C)CC1=CC(=NC=C1)OC 1-cyclopropyl-6,7-difluoro-3-({[(2-methoxypyridin-4-yl)methyl][(3S)-1-(6-methylpyridin-3-yl)piperidin-3-yl]amino}methyl)-1,4-dihydroquinolin-4-one